Hexyl N6-(tert-butoxycarbonyl)lysinate C(C)(C)(C)OC(=O)NCCCC[C@H](N)C(=O)OCCCCCC